1-(Methylsulfinyl)propyl propyl disulfide C(CC)SSC(CC)S(=O)C